FC1([C@@H]([C@H]2N(C(NCC=3C=CC(=C(OC=4C=CC=C(C2)C4F)N3)C)=O)C1)NS(=O)(=O)CC)F N-[(15aS,16R)-17,17,20-Trifluoro-7-methyl-1-oxo-2,3,15a,16,17,18-hexahydro-1H,15H-4,8-(azeno)-10,14-(metheno)pyrrolo[1,2-j][1,8,10]oxadiazacycloheptadecin-16-yl]ethanesulfonamide